methyl 5-amino-7-(2-(4-(6-fluoro-3-methylbenzo[d]isoxazol-5-yl)piperazin-1-yl)ethyl)-9-methyl-2-(pyridin-2-yl)-7H-pyrrolo[3,2-e][1,2,4]triazolo[1,5-c]pyrimidine-8-carboxylate NC1=NC2=C(C=3N1N=C(N3)C3=NC=CC=C3)C(=C(N2CCN2CCN(CC2)C=2C(=CC3=C(C(=NO3)C)C2)F)C(=O)OC)C